N[C@H](C(=O)N1CCN(CC1)C1=C(C(=C(C=C1)O)O)O)CO (S)-2-Amino-3-hydroxy-1-(4-(2,3,4-trihydroxyphenyl)-piperazin-1-yl)propan-1-one